C[NH+]1CC[C@]23[C@@H]4[C@H]1CC5=C2C(=C(C=C5)OC)O[C@H]3[C@H](C=C4)O The molecule is the conjugate acid of codeine arising from protonation of the tertiary amino group; major species at pH 7.3. It is a conjugate acid of a codeine.